3-fluoro-3-(3-fluorophenyl)azetidine FC1(CNC1)C1=CC(=CC=C1)F